CC1=CC=C(CS(=O)(=O)N2C=NC(=C2)C(C)N)C=C1 1-(1-((4-Methylbenzyl)sulfonyl)-1H-imidazol-4-yl)ethan-1-amine